3-((S)-3-((R)-8-(4'-(aminomethyl)-4-ethoxybiphenyl-3-ylsulfonyl)-1-oxa-8-azaspiro[4.5]dec-3-ylamino)-2-hydroxypropoxy)-N-methylbenzenesulfonamide NCC1=CC=C(C=C1)C1=CC(=C(C=C1)OCC)S(=O)(=O)N1CCC2(C[C@H](CO2)NC[C@@H](COC=2C=C(C=CC2)S(=O)(=O)NC)O)CC1